sulfur sulfur [S].[S]